C(C)(C)(C)C=CC1=CC=CC=C1 Tertiary butyl-styrene